O1CC(C1)N1N=NC=C1C=1C=C(C=NC1)N1N=C(C=CC1=O)C(=O)O 1-[5-[3-(oxetan-3-yl)triazol-4-yl]-3-pyridyl]-6-oxo-pyridazine-3-carboxylic acid